FC(OC=1C=C(C=CC1)C1=CC(=CS1)C(=O)NC1=NC(=NS1)CC(=C(F)F)C)F 5-(3-(difluoromethoxy)phenyl)-N-(3-(3,3-difluoro-2-methylallyl)-1,2,4-thiadiazol-5-yl)thiophene-3-carboxamide